(1S,2S,3S,6R)-6-((3-cyclopentylpropyl)amino)-4-(fluoromethyl)cyclohex-4-ene-1,2,3-triol C1(CCCC1)CCCN[C@@H]1C=C([C@@H]([C@@H]([C@H]1O)O)O)CF